N'-hydroxy-3-phenylpropan-imidamide ON=C(CCC1=CC=CC=C1)N